FC1=CNC2=NC=CC(=C21)C 3-fluoro-4-methyl-1H-pyrrolo[2,3-b]pyridin